5,6-Dimethoxy-7-(4-methoxyphenyl)-2,2-dimethylpyrano[3,2-g]chromen-8-one COC1=C2C=CC(OC2=CC2=C1C(=C(C(O2)=O)C2=CC=C(C=C2)OC)OC)(C)C